NC=1C(=NN(C1C)C)CN1C(CCC1)=O 1-((4-amino-1,5-dimethyl-1H-pyrazol-3-yl)methyl)pyrrolidin-2-one